OC(C)C=1C=C(C=CC1OC1=C2C(=NC=C1)NC=C2)N2C(N(CC2=O)C=2C=NC=C(C2)C(F)(F)F)=O 3-[3-(1-hydroxyethyl)-4-(1H-pyrrolo[2,3-b]pyridin-4-yloxy)phenyl]-1-[5-(trifluoromethyl)-3-pyridinyl]-2,4-imidazolidinedione